tert-Butyl 3-((2-(((tert-butoxycarbonyl)amino)methyl)thiazol-4-yl)thio)-5-(1-methyl-1H-pyrazol-4-yl)benzoate C(C)(C)(C)OC(=O)NCC=1SC=C(N1)SC=1C=C(C(=O)OC(C)(C)C)C=C(C1)C=1C=NN(C1)C